(R)-4,4-dimethyl-2-(methylamino)pentanoic acid CC(C[C@H](C(=O)O)NC)(C)C